BrC=1C(=NN(C1)COCC[Si](C)(C)C)C 4-bromo-3-methyl-1-{[2-(trimethylsilyl)ethoxy]methyl}-1H-pyrazole